TRANS-2,2-DIMETHYL-3-HEXENE CC(C)(\C=C\CC)C